C1(=CC=CC=C1)S(=O)(=O)N1C=CC2=C(C(=C(C=C12)F)OC=1C=CC(=C(C#N)C1)C)F 5-[1-(Benzenesulfonyl)-4,6-difluoro-indol-5-yl]oxy-2-methyl-benzonitrile